COC=1C(=CC2=CN(N=C2C1)CC1COCC1)C(=O)OC methyl 6-methoxy-2-((tetrahydrofuran-3-yl) methyl)-2H-indazole-5-carboxylate